N-(6-(4-(N,N-Dimethylsulfamoyl)phenyl)-4-oxo-4,7-dihydro-3H-pyrrolo[2,3-d]pyrimidin-2-yl)pivalamide CN(S(=O)(=O)C1=CC=C(C=C1)C1=CC2=C(N=C(NC2=O)NC(C(C)(C)C)=O)N1)C